FC=1C=C2C(=C(C=NC2=CC1)C(=O)N1CCN(CC1)S(=O)(=O)N1CCCC1)N1CCC(CC1)(C#N)C 1-(6-Fluoro-3-(4-(pyrrolidin-1-ylsulfonyl)piperazine-1-carbonyl)quinolin-4-yl)-4-methylpiperidine-4-carbonitrile